NC1(C(C1)CCO)C=1C(=NC=C(C1)F)OCC1=CC=CC=C1 2-(2-amino-2-(2-(benzyloxy)-5-fluoropyridin-3-yl)cyclopropyl)-ethan-1-ol